3-((1-(5-fluoro-2,6-dimethylpyridin-3-yl)5-methyl-4-nitro-1H-pyrazol-3-yl)oxy)propan-1-ol FC=1C=C(C(=NC1C)C)N1N=C(C(=C1C)[N+](=O)[O-])OCCCO